FC=1C=NC=CC1N1CCC(CC1)NC1=C2C(=NC=3C=C(C(=CC13)OC)OCCCN1CCCC1)CCC2 1-(3-fluoropyridin-4-yl)-N-{7-methoxy-6-[3-(pyrrolidin-1-yl)propoxy]-1H,2H,3H-cyclopenta[b]quinolin-9-yl}piperidin-4-amine